2-((4-(6-((4-Chloro-2-fluorobenzyl)oxy)pyridin-2-yl)piperidin-1-yl)methyl)-4-(1,1-difluoro-2-methoxyethoxy)-1-methyl-1H-benzo[d]imidazole-6-carboxylic acid ClC1=CC(=C(COC2=CC=CC(=N2)C2CCN(CC2)CC2=NC3=C(N2C)C=C(C=C3OC(COC)(F)F)C(=O)O)C=C1)F